N1C(CNCCC1)=O 1,4-Diazepan-2-on